4-[2,4-difluoro-6-(2,2,2-trifluoroethoxy)phenyl]-2-[4-(2-hydroxypropan-2-yl)-phenyl]-2,3-dihydro-1H-pyrrolo[3,4-c]pyridin-1-one FC1=C(C(=CC(=C1)F)OCC(F)(F)F)C1=NC=CC2=C1CN(C2=O)C2=CC=C(C=C2)C(C)(C)O